CN1N=NC=2N=CNC(C21)=O 1-methyl-1H-[1,2,3]triazolo[4,5-d]pyrimidin-7(6H)-one